ClC(=O)OC1=CC=C(C=C1)C p-toluyl chloroformate